O=C1NC(CCC1C1=CC=C(OCCCCCN2C(C=C(C=C2)[C@@H]2CN(C3(CC3)C2)C(=O)OC(C)(C)C)=O)C=C1)=O tert-butyl (6R)-6-(1-(5-(4-(2,6-dioxopiperidin-3-yl)phenoxy)pentyl)-2-oxo-1,2-dihydropyridin-4-yl)-4-azaspiro[2.4]heptane-4-carboxylate